4-(4-methoxybenzyl)-2-methyl-2H-pyrazolo[4,3-b]Pyridin-5(4H)-one COC1=CC=C(CN2C=3C(C=CC2=O)=NN(C3)C)C=C1